hydroxycumene OC1=C(C=CC=C1)C(C)C